N-methyl-5-((3-(trifluoromethyl)benzyl)amino)pyrazine-2-sulfonamide CNS(=O)(=O)C1=NC=C(N=C1)NCC1=CC(=CC=C1)C(F)(F)F